FC1=CC=C(C=C1)C(C)C=1C(=NC=CC1)NCCN1CCCC1 3-(1-(4-fluorophenyl)ethyl)-N-(2-(pyrrolidin-1-yl)ethyl)pyridin-2-amine